CN1C(=NC=C1)C1=CC=CC=C1 1-Methyl-2-phenyl-1H-imidazole